2-(4-Cyclopropyl-6-(methoxy-d3)pyrimidin-5-yl)-4-hydrazino-7,8-dihydroquinazolin-5(6H)-one C1(CC1)C1=NC=NC(=C1C1=NC=2CCCC(C2C(=N1)NN)=O)OC([2H])([2H])[2H]